2-((4-(2-((2,6-dimethylpyrimidin-4-yl)amino)pyrazolo[1,5-a]pyridin-5-yl)-6-methylpyridin-3-yl)oxy)propane-1,3-diamine CC1=NC(=CC(=N1)NC1=NN2C(C=C(C=C2)C2=C(C=NC(=C2)C)OC(CN)CN)=C1)C